C(#CC)C=1N=C(C=2N=CN([C@H]3[C@H](O)[C@H](O)[C@@H](CO)S3)C2N1)N 2-propynyl-4'-thioadenosine